FC1=C(C=CC(=C1)C)C=1CCCC2=C(C1C1=CC=C(C=C1)C=C1CN(C1)CCCF)C=CC(=C2)C(=O)O 8-(2-fluoro-4-methylphenyl)-9-(4-((1-(3-fluoropropyl)azetidin-3-ylidene)methyl)phenyl)-6,7-dihydro-5H-benzo[7]annulene-3-carboxylic acid